tert-butyl (1S,2R)-1-hydroxy-2-((R)-5H-imidazo[5,1-a]isoindol-5-yl)-8-azaspiro[4.5]decane-8-carboxylate O[C@H]1[C@H](CCC12CCN(CC2)C(=O)OC(C)(C)C)[C@H]2N1C(C3=CC=CC=C23)=CN=C1